CS(=O)(=O)NC(C)=O N-(methylsulfonyl)acetamide